2-(benzyloxy)-3-methoxy-5-((6-methoxy-3H-imidazo[4,5-b]pyridin-3-yl)methyl)phenol C(C1=CC=CC=C1)OC1=C(C=C(C=C1OC)CN1C=NC=2C1=NC=C(C2)OC)O